ClC1=NN(C=C1N(C(CCSCCC(F)(F)F)=O)CC)C=1C=NC=CC1 N-[3-chloro-1-(3-pyridyl)pyrazol-4-yl]-N-ethyl-3-(3,3,3-trifluoropropylsulfanyl)-propanamide